NCCN1CC(NCC1)C N-(2-aminoethyl)-3-methylpiperazine